NC=1C=CC(=NC1)C(=O)N1CCOCC1 (5-aminopyridin-2-yl)(morpholino)methanone